N-glycidyl-N'-(2-glycidoxypropyl)-5,5-dimethylhydantoin C(C1CO1)N1C(=O)N(C(=O)C1(C)C)CC(C)OCC1CO1